trans-3-(4-fluorophenoxy)cyclobutylamine hydrochloride Cl.FC1=CC=C(O[C@@H]2C[C@H](C2)N)C=C1